CN(CC(COCCCCCCCC\C=C/C\C=C/CCCCC)OC(CCC)O[C@@H]1CC2=CC[C@H]3[C@@H]4CC[C@H]([C@@H](CCCC(C)C)C)[C@]4(CC[C@@H]3[C@]2(CC1)C)C)C 3-dimethylamino-2-(cholest-5-en-3beta-oxybutan-4-oxy)-1-(cis,cis-9,12-octadecadienoxy)-propane